2-{[5-(3-{1-azabicyclo[2.2.2]oct-4-yl}-1,2,4-oxadiazol-5-yl)-4-{[(1S)-2-hydroxy-1-phenylethyl]amino}pyridin-2-yl]amino}-7,7-dimethyl-5h,7h-furo[3,4-b]pyridin-5-one N12CCC(CC1)(CC2)C2=NOC(=N2)C=2C(=CC(=NC2)NC2=CC=C1C(=N2)C(OC1=O)(C)C)N[C@H](CO)C1=CC=CC=C1